CO\C=C/1\CCC2CN(CC2C1)C(=O)OCC1=CC=CC=C1 benzyl (6Z)-6-(methoxymethylene)-3,3a,4,5,7,7a-hexahydro-1H-isoindole-2-carboxylate